CS(=O)(=O)O[C@@H]1CN(CC1)C(=O)OCC1=CC=CC=C1 benzyl (3S)-3-(methanesulfonyloxy)pyrrolidine-1-carboxylate